((1R)-3-methyl-1-(3-((3-phenoxybenzamido)methyl)-4,5-dihydroisoxazole-5-carboxamido)butyl)boronic acid CC(C[C@H](NC(=O)C1CC(=NO1)CNC(C1=CC(=CC=C1)OC1=CC=CC=C1)=O)B(O)O)C